FC(C=1C=C(C=C(C1)C(F)(F)F)CO)(F)F [3,5-bis(trifluoromethyl)phenyl]methanol